ClC1=C(C=C(C=C1)[C@H](C=1C=NN(C1)C)NC(=O)C1=CC=C2C=NC(=NC2=C1)NC1CCOCC1)F 2-(tetrahydropyran-4-ylamino)-quinazoline-7-carboxylic acid [(R)-(4-chloro-3-fluoro-phenyl)-(1-methyl-1H-pyrazol-4-yl)-methyl]-amide